8-(4-(N-tetrahydropyrrolyl)phenyl)-2-(4-(benzyloxy)phenyl)-5,7-dimethoxyl-4H-chromen-4-one N1(CCCC1)C1=CC=C(C=C1)C=1C(=CC(=C2C(C=C(OC12)C1=CC=C(C=C1)OCC1=CC=CC=C1)=O)OC)OC